tert-butyl 3-(5-(1-(6-(2-chloro-3-(2,4-dioxotetrahydropyrimidin-1(2H)-yl)phenyl)-2-azaspiro[3.3]heptan-2-yl)ethyl)-4'-methyl-[2,5'-bipyrimidin]-2'-yl)isoxazole-5-carboxylate ClC1=C(C=CC=C1N1C(NC(CC1)=O)=O)C1CC2(CN(C2)C(C)C=2C=NC(=NC2)C=2C(=NC(=NC2)C2=NOC(=C2)C(=O)OC(C)(C)C)C)C1